NCCOC1CCN(CC1)CC(=O)OCC ethyl 2-(4-(2-aminoethoxy)piperidin-1-yl)acetate